FC1=C(C(=CC=2C3=C(C(=NC12)O[C@@H](C)[C@H]1N(CCC1)C)N=NN3[C@@H]3C[C@H](NCC3)CC#N)C)C=3C(=CC=C1C=CC=NC31)F ((2S,4S)-4-(6-fluoro-7-(7-fluoroquinolin-8-yl)-8-methyl-4-((S)-1-((S)-1-methylpyrrolidin-2-yl)ethoxy)-1H-[1,2,3]triazolo[4,5-c]quinolin-1-yl)piperidin-2-yl)acetonitrile